1-(1-Methyl-1H-imidazol-5-yl)methylamine CN1C=NC=C1CN